FC(C1=C(C=C(C=O)C=C1)F)F 4-(difluoromethyl)-3-fluorobenzaldehyde